CC(C)C(C(CC=C(C=C)C)(C)C)=NO 2,4,4,7-tetramethylnona-6,8-dien-3-one oxime